C(C)OC(CCC(=O)C1=NC(=CC=C1O)C1=C(C=CC(=C1)F)Cl)=O 4-[6-(2-chloro-5-fluoro-phenyl)-3-hydroxy-pyridin-2-yl]-4-oxo-butyric acid ethyl ester